IC=1C=CC(=C2C=NC=NC12)N1C[C@H](N([C@H](C1)C)C(=O)OC(C)(C)C)C tert-butyl (2R,6S)-4-(8-iodoquinazolin-5-yl)-2,6-dimethyl-piperazine-1-carboxylate